5-(3-fluorophenyl)-3-(3,4,5-trimethoxyphenyl)pyridin-2-amine FC=1C=C(C=CC1)C=1C=C(C(=NC1)N)C1=CC(=C(C(=C1)OC)OC)OC